O[C@@H]1C[C@H](NC1)C(=O)N1CCC(CC1)C=1C=C2C(=C(NC2=CC1)C1=CC=2N(C=C1)N=C(N2)C)C(C)C ((2s,4r)-4-hydroxypyrrolidin-2-yl)(4-(3-isopropyl-2-(2-methyl-[1,2,4]triazolo[1,5-a]pyridin-7-yl)-1H-indol-5-yl)piperidin-1-yl)methanone